1-(4-chloro-2-fluorophenyl)-4-(4,4,5,5-tetramethyl-1,3,2-dioxaborolan-2-yl)-1,2,3,6-tetrahydropyridine ClC1=CC(=C(C=C1)N1CCC(=CC1)B1OC(C(O1)(C)C)(C)C)F